(E)-1-(4'-trifluoromethylphenyl)-2-(3,5-ditrifluoromethylphenyl)-ethene FC(C1=CC=C(C=C1)\C=C\C1=CC(=CC(=C1)C(F)(F)F)C(F)(F)F)(F)F